L-tertleucine N[C@@H](C(C)(C)C)C(=O)O